COC(=O)C1=CC2=CN(N=C2C=C1OC(C)C)C1CCC(CC1)CO 2-[4-(hydroxymethyl)cyclohexyl]-6-isopropoxy-indazole-5-carboxylic acid methyl ester